FC=1C=C(C=CC1C=1C=NC(=CC1)C=1N=NN(N1)CCN(C)C)N1C(O[C@H](C1)NC(CC)=O)=O (5R)-3-{3-fluoro-4-[6-(2-(2-dimethylaminoethyl)-2H-tetrazol-5-yl)-3-pyridinyl]phenyl}-5-(methylacetamido)-1,3-Oxazolidin-2-one